methyl (R or S)-2-(3-(3-fluoro-4-methylphenyl)-3-(1,2,4-thiadiazol-5-yl)pyrrolidine-1-carbothioamido)-4-methoxybenzoate FC=1C=C(C=CC1C)[C@]1(CN(CC1)C(NC1=C(C(=O)OC)C=CC(=C1)OC)=S)C1=NC=NS1 |o1:8|